CC1=NC(=CC=C1N1CCN(CC1)CC=1C=CC=2C3=C(C(NC2C1)=O)C=CO3)C(NC)=O 7-((4-(2-methyl-6-(methylcarbamoyl)pyridin-3-yl)piperazin-1-yl)methyl)furo[3,2-c]quinolin-4(5H)-one